2-hydroxy-1,3-dimethacryloxypropane OC(COC(C(=C)C)=O)COC(C(=C)C)=O